ClCCC(=O)NC1=C(C=C(C(=C1)NC1=NC=NC(=C1)N1OCC[C@@H]1C1=CC(=CC(=C1)F)F)OC)N1CCC(CC1)N1CC2N(CC1)CCC2 3-chloro-N-(5-((6-((R)-3-(3,5-difluorophenyl)isoxazolidin-2-yl)pyrimidin-4-yl)amino)-2-(4-(hexahydropyrrolo[1,2-a]pyrazin-2(1H)-yl)piperidin-1-yl)-4-methoxyphenyl)propanamide